Cl.C(C)(C)(C)OC(\C=C\C[C@@H]([C@@H](\C=C\C1=CC=C(C=C1)CO)C)OC([C@H](CC(C)(C)C)N)=O)=O (2E,5S,6R,7E)-5-(((S)-2-amino-4,4-dimethylpentanoyl)oxy)-8-(4-(hydroxymethyl)phenyl)-6-methylocta-2,7-dienoic acid tert-butyl ester hydrochloride